FC=1C=C(C=C(C1C1=C(N=C2N1C=C(N=C2)C2=CC(=C(C=C2)F)C(F)(F)F)C2(CC2)C)F)O 3,5-difluoro-4-[2-(1-methyl-cycloprop-1-yl)-6-[4-fluoro-3-(trifluoromethyl)phenyl]imidazo[1,2-a]pyrazin-3-yl]phenol